FC(C1=NC(=NO1)C1=CC=C(C=C1)N1N=CC(=C1)CC(=O)N)(F)F (1-(4-(5-(trifluoromethyl)-1,2,4-oxadiazol-3-yl)phenyl)-1H-pyrazol-4-yl)acetamide